(R or S)-3-methyl-2-(2-(oxepan-4-yl)-2H-pyrazolo[3,4-b]pyridin-6-yl)-5-(trifluoromethyl)phenol CC=1C(=C(C=C(C1)C(F)(F)F)O)C=1C=CC=2C(N1)=NN(C2)[C@H]2CCOCCC2 |o1:21|